racemic-(1SR,6RS,7SR)-3-oxo-2-azabicyclo[4.2.0]octane-7-carboxylic acid tert-butyl ester C(C)(C)(C)OC(=O)[C@@H]1[C@H]2CCC(N[C@H]2C1)=O |r|